(S)-2-((2-((4-chloro-2-fluorobenzyl)oxy)-3-cyclopropyl-5,8-dihydro-1,7-naphthyridin-7(6H)-yl)methyl)-3-(oxetan-2-ylmethyl)-3H-imidazo[4,5-b]pyridine-5-carboxylic acid ClC1=CC(=C(COC2=NC=3CN(CCC3C=C2C2CC2)CC2=NC=3C(=NC(=CC3)C(=O)O)N2C[C@H]2OCC2)C=C1)F